1,10-PHENANTHROLIN-2-YLBORONIC ACID N1=C(C=CC2=CC=C3C=CC=NC3=C12)B(O)O